COC(CC(=O)C1=C(C=CC=C1F)Br)=O 3-(2-bromo-6-fluoro-phenyl)-3-oxo-propionic acid methyl ester